1-methyl-5-((2-(5-(trifluoromethyl)-1H-imidazol-2-yl)pyridin-4-yl)oxy)-N-(4-(trifluoromethyl)phenyl)-1H-benzo[d]imidazole-2-amine CN1C(=NC2=C1C=CC(=C2)OC2=CC(=NC=C2)C=2NC(=CN2)C(F)(F)F)NC2=CC=C(C=C2)C(F)(F)F